C(C)(C)(C)N=C(C)C1=NC=CC=C1 2-[1-(Tert-Butylimino)-ethyl]pyridine